ClC1=CC(=C(C=C1Cl)O)C(C1CCN(CC1)C)O 4,5-dichloro-2-[hydroxy(1-methylpiperidin-4-yl)methyl]phenol